CN1N=C(C(=C1)C(=O)OC1=C(C(=NN1C)C)C(C1=C(C=C(C=C1)S(=O)(=O)C)Cl)=O)C(F)(F)F 4-(2-chloro-4-(methylsulfonyl) benzoyl)-1,3-dimethyl-1H-pyrazol-5-yl 1-methyl-3-(trifluoromethyl)-1H-pyrazole-4-carboxylate